NC=1C=C(C=CC1C)OB(O)O 3-amino-4-methylphenyl-boric acid